N1=C(C=CC=C1)N(C(=O)N)CC pyridin-2-yl-ethyl-urea